C1(=CC=CC=C1)P(C1=CC=C(C=C1)C)C1=CC=C(C=C1)C phenyldi(p-tolyl)phosphine